ClC1=NC(=NC(=C1)C#N)N1CCN(CC1)S(=O)(=O)C=1C=C2CCN(C2=CC1)C(=O)OC(C)(C)C tert-butyl 5-((4-(4-chloro-6-cyanopyrimidin-2-yl)piperazin-1-yl)sulfonyl)indoline-1-carboxylate